N1=CC(=CC=C1)CN1CC(C1)S(=O)(=O)N 1-(pyridin-3-ylmethyl)azetidine-3-sulfonamide